6-chloro-N-(2,2-difluoro-1,3-benzodioxol-4-yl)-1H-indole-3-sulfonamide ClC1=CC=C2C(=CNC2=C1)S(=O)(=O)NC1=CC=CC=2OC(OC21)(F)F